CC1=C(C(CCC1)(C)C)/C=C/C(=C/C=C/C(=C/C=C/C=C(\\C)/C=C/C=C(\\C)/C=C/C=C(\\C)/C=C/C=C(C)C)/C)/C The molecule is a carotene that is beta,psi-carotene which has been been dehydrogenated to introduce an (E)-double bond at the 3'-4' position. It is a carotene and a polyene.